N-(3-(imidazo[4,5-d]pyrrolo[2,3-b]pyridin-1(6H)-yl)bicyclo[1.1.1]pentan-1-yl)cyclopropane-sulfonamide N1(C=NC=2C1=C1C(=NC2)NC=C1)C12CC(C1)(C2)NS(=O)(=O)C2CC2